C1(CC1)C(C)(O)C=1C(=NC=CC1)OC 1-cyclopropyl-1-(2-methoxypyridin-3-yl)ethanol